(S,2R)-N-cyano-N'-((1,2,3,5,6,7-hexahydro-s-indacen-4-yl)carbamoyl)-2-methyl-2,3-dihydropyrazolo[5,1-b]oxazole-7-sulfonimidamide C(#N)N[S@@](=O)(=NC(NC1=C2CCCC2=CC=2CCCC12)=O)C=1C=NN2C1O[C@@H](C2)C